Amino-pyrimidine-5-carboxylic acid NC1=NC=C(C=N1)C(=O)O